ClC1=C(C=CC(=C1)C)C=1N(C(=CC1C(=O)O)C1=C2C(=NC=C1)NC=C2)COCC[Si](C)(C)C 2-(2-chloro-4-methylphenyl)-5-(1H-pyrrolo[2,3-b]pyridin-4-yl)-1-{[2-(trimethylsilyl)ethoxy]methyl}-1H-pyrrole-3-carboxylic acid